FC(COCC(=O)NC1=CNC2=CC=C(C=C12)C=1C=NN(C1)C1=CC=C(C=C1)C(F)(F)F)(F)F 2-(2,2,2-trifluoroethoxy)-N-(5-{1-[4-(trifluoromethyl)phenyl]-1H-pyrazol-4-yl}-1H-indol-3-yl)acetamide